ClC1=NC(=NC(=C1)C1=C(C=CC=C1C)C)NS(=O)(=O)C=1C=C(C(=O)N2CCN(C[C@H](C2)O)C(=O)OC(C)(C)C)C=CC1 tert-Butyl (6S)-4-[3-[[4-chloro-6-(2,6-dimethylphenyl)pyrimidin-2-yl]sulfamoyl]benzoyl]-6-hydroxy-1,4-diazepane-1-carboxylate